1-((2-chloro-7,8-dihydro-1,6-naphthyridin-6(5H)-yl)sulfonyl)-3-methyl-1H-imidazol-3-ium ClC1=NC=2CCN(CC2C=C1)S(=O)(=O)N1C=[N+](C=C1)C